3-[(5S)-5-(3,5-difluorophenyl)-3-oxo-6,7-dihydro-3H-pyrrolo[2,1-c][1,2,4]triazol-2(5H)-yl]-2,2-difluorobicyclo[1.1.1]pentane-1-carbonitrile FC=1C=C(C=C(C1)F)[C@@H]1CCC2=NN(C(N21)=O)C21C(C(C2)(C1)C#N)(F)F